(R)-2,3,5,5a,6,7-hexahydro-1H-pyrrolo[3'',2'':5',6']pyrido[2',3':2,3][1,4]diazepino[7,1-c][1,4]oxazepin C1N2[C@@H](COCC1)CCN=C1C2=NC=2C(=C1)C=CN2